(S)-2-(4-(6-((5-carbamoylthiophen-3-yl)methoxy)pyridin-2-yl)-2,5-difluorobenzyl)-1-(oxetan-2-ylmethyl)-1H-benzo[d]imidazole-6-carboxylic acid C(N)(=O)C1=CC(=CS1)COC1=CC=CC(=N1)C1=CC(=C(CC2=NC3=C(N2C[C@H]2OCC2)C=C(C=C3)C(=O)O)C=C1F)F